3-(7-fluoro-1-oxo-5-(piperazin-1-yl)isoindolin-2-yl)piperidine-2,6-dione 4-(2-(2,6-Dioxopiperidin-3-yl)-7-fluoro-1-oxoisoindolin-5-yl)piperazine-1-carboxylate O=C1NC(CCC1N1C(C2=C(C=C(C=C2C1)N1CCN(CC1)C(=O)O)F)=O)=O.FC=1C=C(C=C2CN(C(C12)=O)C1C(NC(CC1)=O)=O)N1CCNCC1